2-((2R,3S,4S,5R)-3-(3,4-difluoro-2-methoxyphenyl)-4,5-dimethyl-5-(trifluoromethyl)tetrahydrofuran-2-yl)-4-oxo-1,4-dihydro-1,6-naphthyridine-5-carboxamide FC=1C(=C(C=CC1F)[C@H]1[C@@H](O[C@]([C@H]1C)(C(F)(F)F)C)C=1NC=2C=CN=C(C2C(C1)=O)C(=O)N)OC